ethyl 6-(4-chloro-3-fluorophenyl)-4-oxo-3-(trifluoromethyl)-4,5-dihydropyrazolo[1,5-a]pyrazine-2-carboxylate ClC1=C(C=C(C=C1)C=1NC(C=2N(C1)N=C(C2C(F)(F)F)C(=O)OCC)=O)F